C(C)C1=NOC(=N1)C=1C(=NC(=NC1)NC=1C=C2C(CCS(C2=CC1)(=O)=O)O)N[C@H](CO)C1=CC=CC=C1 6-[[5-(3-ethyl-1,2,4-oxadiazol-5-yl)-4-[[(1S)-2-hydroxy-1-phenyl-ethyl]amino]pyrimidin-2-yl]amino]-1,1-dioxo-3,4-dihydro-2H-thiochromen-4-ol